COC1=C(OCCCOC2=C(C=CC=C2)OC)C=CC=C1 1,3-bis(2-methoxyphenoxy)-propane